C(C(=C)C)(=O)OCCCC methacrylic acid, Butyl ester